[C@@H]1([C@H](O)[C@@H](O)[C@H](O)[C@H](O1)CO)C1(CC(O)(C=C(C1)O)CC1=CC=C(C=C1)C1=CC=CC=C1)O 3-C-β-D-glucosyl-1-(biphenyl-4-ylmethyl)phloroglucinol